5-fluoro-8,13-dioxa-1,16,20,22-tetrazatetracyclo[13.5.2.02,7.018,21]docosa-2(7),3,5,15(22),16,18(21),19-heptaen-17-ol FC=1C=CC=2N3N=CC=4C(=NC(COCCCCOC2C1)=NC34)O